FC=1C=C(C=CC1C)[C@]1([C@](OC(C1)=O)(C#N)C1=CC=C(C=C1)OC)C (2S,3S)-3-(3-fluoro-4-methylphenyl)-2-(4-methoxyphenyl)-3-methyl-5-oxo-tetrahydrofuran-2-carbonitrile